C12C(CC(CC1)C2)C=2C=C(C=CC2)B(O)O (3-(bicyclo[2.2.1]heptane-2-yl)phenyl)boronic acid